N1=CN=C(C2=C1NC=C2)NC2C1=C(CN=C2)SC=C1 4-((7H-pyrrolo[2,3-d]pyrimidin-4-yl)amino)-4,7-dihydrothieno[2,3-c]pyridine